4-(4-chlorophenyl)-2-(pyridin-3-yl)-6-(4-(p-tolyl)piperazin-1-yl)pyrimidine ClC1=CC=C(C=C1)C1=NC(=NC(=C1)N1CCN(CC1)C1=CC=C(C=C1)C)C=1C=NC=CC1